3-[4-(Dimethylamino)-3-hydroxyphenyl]-1-[2-(3-fluorophenyl)phenyl]prop-2-en-1-one CN(C1=C(C=C(C=C1)C=CC(=O)C1=C(C=CC=C1)C1=CC(=CC=C1)F)O)C